N(CC1=CC2=C(SC(=C2)CC(C(=O)O)C2CNCC2)C=C1)(CC1=CC2=C(SC(=C2)CC(C(=O)O)C2CNCC2)C=C1)CC1=CC2=C(SC(=C2)CC(C(=O)O)C2CNCC2)C=C1 3,3',3''-((nitrilotris(methylene))tris(benzo[b]thiophene-5,2-diyl))tris(2-(pyrrolidin-3-yl)propanoic acid)